NC1=C(N=CC(=N1)N1CCC2(CC1)CC1=C(C=NC(=C1)OC)[C@H]2N)SC2=C(C(=NC=C2)N)Cl (S)-1'-(6-amino-5-((2-amino-3-chloropyridin-4-yl)thio)pyrazin-2-yl)-3-methoxy-5,7-dihydrospiro[cyclopenta[c]pyridine-6,4'-piperidin]-7-amine